N-(2,4-dichloro-6-methylbenzyl)-5,8-dihydroxy-5,6,7,8-tetrahydroquinoline-5-carboxamide ClC1=C(CNC(=O)C2(C=3C=CC=NC3C(CC2)O)O)C(=CC(=C1)Cl)C